3,4'-oxybisphthalic acid O(C=1C=C(C(C(=O)O)=CC1)C(=O)O)C1=C(C(C(=O)O)=CC=C1)C(=O)O